(N-phenylamino)-methyltriethoxysilane C1(=CC=CC=C1)NC(C)O[Si](OCC)(OCC)C